4-((5-(3-(2-hydroxypropan-2-yl)phenyl)-1-(4-(trifluoromethyl)benzyl)-1H-indole-7-carboxamido)methyl)benzoic acid OC(C)(C)C=1C=C(C=CC1)C=1C=C2C=CN(C2=C(C1)C(=O)NCC1=CC=C(C(=O)O)C=C1)CC1=CC=C(C=C1)C(F)(F)F